N-(3-ethyl-6-methoxybenzo[d]isoxazol-5-yl)pyridine-3-sulfonamide C(C)C1=NOC2=C1C=C(C(=C2)OC)NS(=O)(=O)C=2C=NC=CC2